ClC1=NC(=CC(=C1CO)C1(CC1)S(=O)(=O)C)N1[C@@H](COCC1)C [2-chloro-4-(1-methanesulfonylcyclopropyl)-6-[(3R)-3-methylmorpholin-4-yl]pyridin-3-yl]methanol